OC1=C(C=C(C=C1)C1=CC(=C(C=C1)O)C=O)C=O 4,4'-dihydroxy-1,1'-biphenyl-3,3'-dicarboxaldehyde